Mono[2-[(2-methyl-acryl) oxy] ethyl] succinate C(CCC(=O)[O-])(=O)OCCOC(=O)C(=C)C